NC1=CC=CC(=N1)S(=O)(=O)NC(=O)C=1C(=NC(=CC1)C1=CC(=CC(=C1)OCC(C)C)F)N1CC2C(C2C1)(C)C N-[(6-Amino-2-pyridyl)sulfonyl]-2-(6,6-dimethyl-3-azabicyclo[3.1.0]hexan-3-yl)-6-(3-fluoro-5-isobutoxyphenyl)pyridin-3-carboxamid